(2S)-3-methoxy-2-[3-[2-[[(R)-phenyl-[(3R)-1,2,3,4-tetrahydropyrido[2,3-b]pyrazin-3-yl]methyl]amino]ethyl]phenyl]propanoic acid COC[C@@H](C(=O)O)C1=CC(=CC=C1)CCN[C@@H]([C@H]1CNC2=C(N1)N=CC=C2)C2=CC=CC=C2